C(C)OC(=O)C1=CC(=NO1)C1=NC=CN=C1 3-(pyrazin-2-yl)isoxazole-5-carboxylic acid ethyl ester